tert-butyl 7-(1-(tert-butoxycarbonyl)piperidin-4-yl)-4-chloro-9H-pyrido[2',3':4,5]pyrrolo[2,3-d]pyrimidine-9-carboxylate C(C)(C)(C)OC(=O)N1CCC(CC1)C1=CC2=C(C3=C(N=CN=C3Cl)N2C(=O)OC(C)(C)C)N=C1